N-(5-chloro-6-(2H-1,2,3-triazol-2-yl)pyridin-3-yl)-1-(1-hydroxyisoquinolin-4-yl)-5-(trifluoromethyl)-1H-pyrazole-4-carboxamide ClC=1C=C(C=NC1N1N=CC=N1)NC(=O)C=1C=NN(C1C(F)(F)F)C1=CN=C(C2=CC=CC=C12)O